NC1=NC=NC2=C1C1=C(CCC(N3C1=CC=1C=CC=CC31)=O)N2C(C)C 1-amino-5-isopropyl-6,7-dihydropyrimido[5'',4'':4',5']pyrrolo[3',2':3,4]azepino[1,2-a]indol-8(5H)-one